NCC1=C(C=CC=C1)N1N=C(C=C1)CN1CCN(CC1)CCO (1-(2-(aminomethyl)phenyl)-1H-pyrazol-3-yl)(4-(2-hydroxyethyl)piperazin-1-yl)methane